S(=O)(=O)(O)C(C(=O)OCCCCCCCCCCCCCC=C)CC(=O)[O-].[Na+] sodium allyldodecyl sulfosuccinate